o-ethyl-fluorobenzene C(C)C1=C(C=CC=C1)F